CC(C(=O)O)(C)C1=CC=C(C=C1)C(F)(F)F 2-methyl-2-(4-(trifluoromethyl)phenyl)propionic acid